8-methyl-N-(1,2-oxazol-3-ylmethyl)-4,5-dihydro-2H-furo[2,3-g]indazole-7-carboxamide CC1=C(OC=2CCC3=CNN=C3C21)C(=O)NCC2=NOC=C2